2-[4-(4-chlorophenyl)-5-(3-chloro-4-pyridyl)imidazol-1-yl]acetic acid ClC1=CC=C(C=C1)C=1N=CN(C1C1=C(C=NC=C1)Cl)CC(=O)O